CN(C)CC1CN(CCC1(O)C1=CC(=CC=C1)OC)S(=O)(=O)CC1=C(C=CC=C1)F 3-((dimethylamino)methyl)-1-((2-fluorobenzyl)sulfonyl)-4-(3-methoxyphenyl)piperidine-4-ol